N1(CCC1)CCCN(C(=O)NCC1=CC=C(C=C1)OCC(C)C)CC1=CC=C(C=C1)F 1-(3-(azetidin-1-yl)-propyl)-1-(4-fluoro-benzyl)-3-(4-isobutoxy-benzyl)-urea